rac-ethyl (1S*,2S*)-2-(2-((tert-butoxycarbonyl)amino)-6-methoxypyridin-4-yl)cyclopropane-1-carboxylate C(C)(C)(C)OC(=O)NC1=NC(=CC(=C1)[C@@H]1[C@H](C1)C(=O)OCC)OC |r|